COC[C@@H]1[C@H](C2=NC=CC=C2O1)CNC(OCC1=CC=CC=C1)=O |r| rac-benzyl {[(2S,3S)-2-(methoxymethyl)-2,3-dihydrofuro[3,2-b]pyridin-3-yl]methyl}carbamate